NC1=C(C(=NN1C1=C(C=C(C=C1Cl)C(F)(F)F)Cl)C#N)S(=O)C(F)(F)F 5-Amino-1-(2,6-dichloro-4-trifluoromethylphenyl)-4-trifluoromethylsulfinyl-pyrazole-3-carbonitrile